ClC=1C=CC2=C(N=C(S2)COC2=CC=CC(=N2)C2=CC(=C(CC3=NC4=C(N3C[C@H]3OCC3)C=C(C=C4)C(=O)O)C=C2F)F)C1 (S)-2-(4-(6-((5-chlorobenzo[d]thiazol-2-yl)methoxy)pyridin-2-yl)-2,5-difluorobenzyl)-1-(oxetan-2-ylmethyl)-1H-benzo[d]imidazole-6-carboxylic acid